OC(C)(C)C=1C=C(SC1)[S@@](=O)(N)=NC(NC1=C2C(=NC(=C1)C(F)(F)F)CCC2)=O |o1:9| (R) or (S)-4-(2-hydroxypropan-2-yl)-N'-((2-(trifluoromethyl)-6,7-dihydro-5H-cyclopenta[b]pyridin-4-yl)carbamoyl)thiophene-2-sulfonimidamide